BrC=1SC2=C(N1)C(=CC(=C2)OC)F 2-bromo-4-fluoro-6-methoxybenzo[d]thiazole